C(C1=CC=CC=C1)OC1CNC1 3-(benzyloxy)azetidin